N-((1S)-1-cyclohexyl-2-((2-((R)-4-isopropyl-2-oxoimidazolidin-1-yl)-2-((pyridin-2-ylmethyl)carbamoyl)-2,3-dihydro-1H-inden-5-yl)amino)-2-oxoethyl)-1-methyl-1H-pyrazole-5-carboxamide C1(CCCCC1)[C@@H](C(=O)NC=1C=C2CC(CC2=CC1)(C(NCC1=NC=CC=C1)=O)N1C(N[C@@H](C1)C(C)C)=O)NC(=O)C1=CC=NN1C